5,6-dimethoxybicyclo[2.2.1]-2-heptene COC1C2C=CC(C1OC)C2